C(C)[C@H]1[C@@H](C1)C1(C=C(C(N(C1)CC1=CC(=CC=C1)OCCO)=O)C(=O)NC)C(=O)N 5-((1R,2R)-2-ethylcyclopropyl)-1-(3-(2-hydroxyethoxy)benzyl)-N3-methyl-2-oxo-1,2-dihydropyridine-3,5-dicarboxamide